ClC=1C=C(C=C(C1)Cl)N1CCN(CC1)C(CCC(CNC(OC(C)(C)C)=O)=O)=O tert-butyl N-[5-[4-(3,5-dichlorophenyl) piperazin-1-yl]-2,5-dioxo-pentyl]carbamate